2-(2-Chloro-5-(2-hydroxypropan-2-yl)-8-oxothieno[2',3':4,5]pyrrolo[1,2-d][1,2,4]triazin-7(8H)-yl)-N-(3-(methylsulfonamido)phenyl)acetamide ClC1=CC2=C(C=C3N2C(=NN(C3=O)CC(=O)NC3=CC(=CC=C3)NS(=O)(=O)C)C(C)(C)O)S1